tert-butyl {6-[({[(1-methyl-1H-tetrazol-5-yl)(phenyl)methylene]amino}oxy)methyl] pyridin-2-yl}carbamate CN1N=NN=C1C(C1=CC=CC=C1)=NOCC1=CC=CC(=N1)NC(OC(C)(C)C)=O